3-(3-((4-fluorobenzyl)oxy)-4-((2,2,2-trifluoroethyl)sulfonamido)phenyl)-5-(pyridin-2-ylamino)-1H-pyrazole-4-carboxamide FC1=CC=C(COC=2C=C(C=CC2NS(=O)(=O)CC(F)(F)F)C2=NNC(=C2C(=O)N)NC2=NC=CC=C2)C=C1